hexyl 2-methylpropanoate Hexyl-Isobutyrate C(CCCCC)OC(C(C)C)=O.CC(C(=O)OCCCCCC)C